1-ethyl-4-fluoro-N-((4-fluorocyclohexyl)(5-(2-methoxy-1-(2-oxo-4-(trifluoromethyl)imidazolidin-1-yl)ethyl)benzo[d]oxazol-2-yl)methyl)-1H-pyrazole-5-carboxamide C(C)N1N=CC(=C1C(=O)NC(C=1OC2=C(N1)C=C(C=C2)C(COC)N2C(NC(C2)C(F)(F)F)=O)C2CCC(CC2)F)F